ClC=1C=C2C=NN(C2=C(C1)C(=O)O)CC1=NC=C(C=C1)C1CC1 5-chloro-1-((5-cyclopropylpyridin-2-yl)methyl)-1H-indazole-7-carboxylic acid